BrCCCOC=1C(=C(C#N)C=CC1Cl)C1=CC=NN1 3-(3-bromopropyloxy)-4-chloro-2-(1H-pyrazol-5-yl)benzonitrile